(4-(3,3-dimethyl-azetidine-1-carbonyl)piperazin-1-yl)-1,3-dihydro-2H-imidazo[4,5-b]pyridin-2-one CC1(CN(C1)C(=O)N1CCN(CC1)N1C(NC2=NC=CC=C21)=O)C